N-(6-chloropyridin-3-yl)-6-((1-(pyridin-4-ylmethoxy)cyclopropyl)methoxy)isoquinolin-1-amine ClC1=CC=C(C=N1)NC1=NC=CC2=CC(=CC=C12)OCC1(CC1)OCC1=CC=NC=C1